C(C)C1=C(C=C(C=C1)C(C(CC(=O)OC(C)(C)C)=O)(C)C)N1CCC(CC1)N1CCOCC1 Tert-butyl 4-(4-ethyl-3-(4-morpholinopiperidin-1-yl)phenyl)-4-methyl-3-oxopentanoate